N-methyl-N-{4-[(7-{2-oxo-1,3-diazaspiro[4.4]nonan-1-yl}-5-[2-(triisopropylsilyl)ethynyl]pyrido[2,3-d]pyrimidin-2-yl)amino]phenyl}acetamide CN(C(C)=O)C1=CC=C(C=C1)NC=1N=CC2=C(N1)N=C(C=C2C#C[Si](C(C)C)(C(C)C)C(C)C)N2C(NCC21CCCC1)=O